5-(4-((2-(3-ethylureido)-6-(trifluoromethyl)pyridin-4-yl)methyl)piperazin-1-yl)-N,6-dimethylpicolinamide C(C)NC(NC1=NC(=CC(=C1)CN1CCN(CC1)C=1C=CC(=NC1C)C(=O)NC)C(F)(F)F)=O